N[C@H]1C[C@H](N(CC1)C(=O)N1CC2(CCCC2)[C@@H](CC1)CN1C=NC(=CC1=O)C1=C(C=CC=C1)C)C1=CC=CC=C1 3-(((R)-7-((2S,4R)-4-amino-2-phenylpiperidine-1-carbonyl)-7-azaspiro[4.5]dec-10-yl)methyl)-6-(o-tolyl)pyrimidin-4(3H)-one